tert-butyl 4-(2-((5-(5-(difluoromethyl)-1,3,4-oxadiazole-2-yl)pyrimidine-2-yl)methyl)-4,4-dimethyl-1,3-dioxo-1,2,3,4-tetrahydroisoquinoline-6-yl)-3,6-dihydropyridine-1(2H)-carboxylate FC(C1=NN=C(O1)C=1C=NC(=NC1)CN1C(C2=CC=C(C=C2C(C1=O)(C)C)C=1CCN(CC1)C(=O)OC(C)(C)C)=O)F